CC(C[C@@H](C(NC1=CC=CC=C1)=O)NC(OCC1=CC=CC=C1)=O)C (S)-benzyl 4-methyl-1-oxo-1-(phenylamino)pentan-2-ylcarbamate